OC[C@@H]1N(C[C@@H]([C@H]([C@@H]1O)O)O)CCC1CCN(CC1)C1=CC=CC=C1 (2S,3R,4R,5S)-2-(hydroxymethyl)-1-(2-(1-phenylpiperidin-4-yl)ethyl)piperidine-3,4,5-triol